C(C)(C)C=1C(=NON1)C(=O)N[C@@H](CC(C(F)(F)F)(C)C)C1=NC2=C(N1)C=CC(=C2)[C@@H](C)NC(CCC(F)(F)F)=O |o1:11| 4-Isopropyl-N-((S*)-4,4,4-trifluoro-3,3-dimethyl-1-(5-((R)-1-(4,4,4-trifluorobutanamido)ethyl)-1H-benzo[d]imidazol-2-yl)butyl)-1,2,5-oxadiazole-3-carboxamide